S1C=NC2=C1C(=CC=C2)CCC[C@H]2C[C@@H]1N(CCNC1)C2=O (7S,8aS)-7-[3-(1,3-benzothiazol-7-yl)propyl]-octahydropyrrolo[1,2-a]pyrazin-6-one